N,N'-(2,2'-dimethyl-[1,1'-biphenyl]-3,3'-diyl)bis(5-((3-hydroxy-3-methylazetidin-1-yl)methyl)-4-methoxypicolinamide) CC1=C(C=CC=C1NC(C1=NC=C(C(=C1)OC)CN1CC(C1)(C)O)=O)C1=C(C(=CC=C1)NC(C1=NC=C(C(=C1)OC)CN1CC(C1)(O)C)=O)C